C1(=CC=C(C=C1)C=1N=NN(N1)CC1=CC=C(C=C1)C1=NOC(=N1)C(F)(F)F)C 3-[4-[[5-(p-tolyl)tetrazol-2-yl]methyl]phenyl]-5-(trifluoromethyl)-1,2,4-oxadiazole